3-((4-(5-chloro-2-((4-(4-methoxybenzyl)morpholin-2-yl)methyl)-3-methylphenyl)pyrrolo[2,1-f][1,2,4]triazin-6-yl)methyl)-1-(2,2,2-trifluoroethyl)pyrimidine-2,4(1H,3H)-dione ClC=1C=C(C(=C(C1)C1=NC=NN2C1=CC(=C2)CN2C(N(C=CC2=O)CC(F)(F)F)=O)CC2CN(CCO2)CC2=CC=C(C=C2)OC)C